benzyl (2S)-4-(6-chloro-5-fluoro-4-{[(2,2,2-trichloroacetyl)carbamoyl]amino}pyridine-3-carbonyl)-2-methylpiperidine-1-carboxylate ClC1=C(C(=C(C=N1)C(=O)C1C[C@@H](N(CC1)C(=O)OCC1=CC=CC=C1)C)NC(NC(C(Cl)(Cl)Cl)=O)=O)F